COC1=CC=C(C=C1)N1C([C@@](CC1)(C1=CC=CC=C1)C)=O (S)-1-(4-Methoxyphenyl)-3-methyl-3-phenylpyrrolidin-2-one